BrC=1C=C(C=CC1)C1=CC(=C(C=C1)Cl)C1=CC=CC=C1 3-bromo-4'-chloro-1,1':3',1''-terphenyl